acetic acid dipotassium salt [K+].[K+].C(C)(=O)[O-].C(C)(=O)[O-]